FC=1C=C(C(=O)N(C)[C@@H](C(C)C)CN2C[C@H](CC2)O)C=C(C1)C(F)(F)F 3-Fluoro-N-[(1S)-1-{[(3S)-3-hydroxypyrrolidin-1-yl]methyl}-2-methylpropyl]-N-methyl-5-(trifluoromethyl)benzamide